CNCCC1=NN=C(O1)C=1C(=NC=CC1)NC1=CC=C(C=C1)C(F)(F)F 3-[5-[2-(methylamino)ethyl]-1,3,4-oxadiazol-2-yl]-N-[4-(trifluoromethyl)phenyl]pyridin-2-amine